ClC=1C=C(C=CC1)C=1C=C(C(=NC1)C(=O)OC)O methyl 5-(3-chlorophenyl)-3-hydroxy-picolinate